ClC1=CNC2=C(C=CC(=C12)C)NS(=O)(=O)C=1C=NN(C1)C N-(3-Chloro-4-methyl-1H-indol-7-yl)-1-methyl-pyrazol-4-sulfonamid